O=C1NC(CCC1C1=CC(=C(C=C1)N1CC(C1)C1CCN(CC1)NC(C1=CC(=CC=C1)OC)=O)F)=O N-(4-(1-(4-(2,6-dioxopiperidin-3-yl)-2-fluorophenyl)azetidin-3-yl)piperidin-1-yl)-3-methoxybenzamide